N-(2-(3-(4-cyano-5-isopropoxy-pyridin-2-yl)-1,2,4-thiadiazol-5-ylamino)pyridin-3-yl)-N-methyl-acetamide C(#N)C1=CC(=NC=C1OC(C)C)C1=NSC(=N1)NC1=NC=CC=C1N(C(C)=O)C